CCCCCCCCCCCCCCCCCCCC(=O)O[C@H](COC(=O)CCCC/C=C\C/C=C\C/C=C\C/C=C\CC)COP(=O)(O)OC[C@@H](C(=O)O)N 1-(6Z,9Z,12Z,15Z-octadecatetraenoyl)-2-eicosanoyl-glycero-3-phosphoserine